6-amino-2-[(3S,4S)-4-amino-3-methyl-2-oxa-8-azaspiro-[4.5]decan-8-yl]-5-(2,3-dichlorophenyl)pyrimidine-4-carboxamide NC1=C(C(=NC(=N1)N1CCC2([C@@H]([C@@H](OC2)C)N)CC1)C(=O)N)C1=C(C(=CC=C1)Cl)Cl